CNC(C(=O)N)C 2-(methylamino)Propionamide